N1(CCCC1)C(=O)[C@H]1CCCC=2N1C(N(N2)CC2=NC(=C(N=C2C)C)C)=O |r| (5RS)-5-(Pyrrolidin-1-ylcarbonyl)-2-[(3,5,6-trimethylpyrazin-2-yl)methyl]-5,6,7,8-tetrahydro[1,2,4]triazolo[4,3-a]pyridin-3(2H)-one